tert-Butyl 3-[4-[8-[(1R)-1-[(6-chloro-2-cyano-3-pyridyl)amino]ethyl]-3,6-dimethyl-4-oxo-chromen-2-yl]pyrazol-1-yl]azetidine-1-carboxylate ClC1=CC=C(C(=N1)C#N)N[C@H](C)C=1C=C(C=C2C(C(=C(OC12)C=1C=NN(C1)C1CN(C1)C(=O)OC(C)(C)C)C)=O)C